2-[4-(difluoromethyl)phenyl]-N-{3-sulfamoyl-4-[5-(trifluoromethyl)pyridin-3-yl]phenyl}acetamide FC(C1=CC=C(C=C1)CC(=O)NC1=CC(=C(C=C1)C=1C=NC=C(C1)C(F)(F)F)S(N)(=O)=O)F